C(C)(C)(C)OC(=O)N1C(=CC2=CC=C(C=C12)C#N)C(OCC)OCC 6-Cyano-2-(diethoxymethyl)-1H-indole-1-carboxylic acid tert-butyl ester